1-((4aR,6R,7R,8aR)-6-(azidomethyl)-7-methoxy-2,2-dimethylhexahydropyrano[3,2-d][1,3]dioxin-8-yl)-4-(2,3-difluoro-4-methylphenyl)-1H-1,2,3-triazole N(=[N+]=[N-])C[C@@H]1[C@@H](C([C@H]2OC(OC[C@H]2O1)(C)C)N1N=NC(=C1)C1=C(C(=C(C=C1)C)F)F)OC